C[As](O)O monomethyl-arsonous acid